8-decene-3,5-dione CCC(CC(CCC=CC)=O)=O